6-chloranyl-3-[(2-pentyl-2,3-dihydro-1,3-thiazol-4-yl)methyl]quinazolin-4-one ClC=1C=C2C(N(C=NC2=CC1)CC=1NC(SC1)CCCCC)=O